C1(CC1)C1=NC=NC(=C1C=1OC2=C(N1)C=CC=C2CC2=CC(=C(C=C2)C=2N(C=C(N2)C(F)(F)F)C)F)OC 2-(4-cyclopropyl-6-methoxypyrimidin-5-yl)-7-(3-fluoro-4-(1-methyl-4-(trifluoromethyl)-1H-imidazol-2-yl)benzyl)benzo[d]oxazole